(R)-6-(4-(5-aminopentyl)piperazin-1-yl)-N-(1-(3-fluorophenyl)piperidin-3-yl)pyrimidin-4-amine NCCCCCN1CCN(CC1)C1=CC(=NC=N1)N[C@H]1CN(CCC1)C1=CC(=CC=C1)F